3-(4-ethylphenyl)-5-(((5-(p-tolyl)-4H-1,2,4-triazol-3-yl)thio)methyl)-1,2,4-oxadiazole C(C)C1=CC=C(C=C1)C1=NOC(=N1)CSC1=NN=C(N1)C1=CC=C(C=C1)C